C(C)C(C[13C](=O)O)CCC(=O)O 3-ethyl-adipic acid-13C